C(C)(C)(C)[C@H]1OC[C@@](N1C(=O)OC(C)(C)C)(C)C(=O)N1CCN(CC1)C(NC1=NC(N(C=C1)C1=CC(=C(C=C1)C=O)Cl)=O)=O tert-butyl (2R,4S)-2-(tert-butyl)-4-(4-((1-(3-chloro-4-formylphenyl)-2-oxo-1,2-dihydropyrimidin-4-yl)carbamoyl)piperazine-1-carbonyl)-4-methyloxazolidine-3-carboxylate